4-(5-(3,5-dichlorophenyl)-5-(trifluoromethyl)-4,5-dihydroisoxazol-3-yl)-N-(2,2-difluoroethyl)-N-(1-(2,2-difluoroethyl)-5-(trifluoromethyl)-1H-1,2,4-triazol-3-yl)-2-methylbenzamide ClC=1C=C(C=C(C1)Cl)C1(CC(=NO1)C1=CC(=C(C(=O)N(C2=NN(C(=N2)C(F)(F)F)CC(F)F)CC(F)F)C=C1)C)C(F)(F)F